CC=1C=CC(=C(C1)C=1C(=CC(=CC1O)CCC)O)C(=C)C 5'-methyl-2'-(prop-1-en-2-yl)-4-propyl-[1,1'-biphenyl]-2,6-diol